tri(2-methyl-2-phenylpropyl)tin p-chlorobenzoate ClC1=CC=C(C(=O)[O-])C=C1.CC(C[Sn+](CC(C)(C)C1=CC=CC=C1)CC(C)(C)C1=CC=CC=C1)(C)C1=CC=CC=C1